(S)-2-(di-t-butylphosphino)-3-[methyl-(2,4,4-trimethylpentan-2-yl)phosphino]quinoxaline C(C)(C)(C)P(C1=NC2=CC=CC=C2N=C1[P@](C(C)(CC(C)(C)C)C)C)C(C)(C)C